((2S,5R)-2,5-diethyl-4-(1-(quinoxalin-6-yl)ethyl)piperazin-1-yl)-2,4-dihydro-5H-pyrazolo[4,3-B]pyridin-5-one C(C)[C@@H]1N(C[C@H](N(C1)C(C)C=1C=C2N=CC=NC2=CC1)CC)N1N=C2C(NC(C=C2)=O)=C1